Cl.FC(OC1=CC2=C(C=C1)[C@@H]1NCCC[C@@H]1O2)(F)F (4aS,9bS)-7-(trifluoromethoxy)-1,2,3,4,4a,9b-hexahydrobenzofuro[3,2-b]pyridine hydrochloride